1-(5-aminopyrazin-2-yl)azetidin-3-ol NC=1N=CC(=NC1)N1CC(C1)O